tert-butyl 2-(2-(2-isopropylphenyl)-4-(1,2,3,4-tetrahydronaphthalen-1-yl) piperazin-1-yl)-7-azaspiro[3.5]nonane-7-carboxylate C(C)(C)C1=C(C=CC=C1)C1N(CCN(C1)C1CCCC2=CC=CC=C12)C1CC2(C1)CCN(CC2)C(=O)OC(C)(C)C